S1C=CC2=C1CC[C@H](C2)NC(OC(C)(C)C)=O |r| Racemic-tert-butyl N-(4,5,6,7-tetrahydrobenzothiophen-5-yl)carbamate